β-hydroxy-n-valeric acid CCC(CC(=O)O)O